N1=C(C=CC=C1)C1(CC1)NC(=O)[C@H]1CN(CC[C@@H]1NC(=O)C=1OC(=CN1)C1=C(C=C(C=C1)F)F)C1CCCCC1 (3S,4S)-1-cyclohexyl-4-{[5-(2,4-difluoro-phenyl)-oxazole-2-carbonyl]-amino}-piperidine-3-carboxylic acid (1-pyridin-2-yl-cyclopropyl)-amide